ethyl 1-(2,4-dichloro-phenyl)-5-isopropyl-1H-pyrazole-3-carboxylate ClC1=C(C=CC(=C1)Cl)N1N=C(C=C1C(C)C)C(=O)OCC